C1(CCCCC1)C(=O)OCC Ethyl cyclohexanecarboxylate